(trans)-2-aminocyclopentanol hydrochloride Cl.N[C@H]1[C@@H](CCC1)O